C(N)(=N)N1CCN(CC1)C1=CC=C(C=C1)NC(C1=CC=C(C(=O)NC2=CC=C(C=C2)CNC(=N)N)C=C1)=O N-[4-(4-carbamimidoyl-piperazin-1-yl)-phenyl]-N'-(4-guanidinomethyl-phenyl)-terephthalamide